tetrahydropyran-2-yl-3-(trifluoromethyl)indazole ethyl-4-amino-1-(4-(aminomethyl)phenyl)-3-(1,1,1-trifluoropropan-2-yl)-1H-pyrazole-5-carboxylate C(C)OC(=O)C1=C(C(=NN1C1=CC=C(C=C1)CN)C(C(F)(F)F)C)N.O1C(CCCC1)C1=C2C(=NNC2=CC=C1)C(F)(F)F